2-bromo-6-(prop-1-en-2-yl)pyridin-4-amine BrC1=NC(=CC(=C1)N)C(=C)C